rel-2-(3-{2-[(2R)-3,3-dimethyl-1-(prop-2-enoyl)azetidin-2-yl]ethynyl}pyridin-4-yl)-3-[(3-fluoro-2-methoxyphenyl)amino]-1H,5H,6H,7H-pyrrolo[3,2-c]pyridin-4-one CC1([C@H](N(C1)C(C=C)=O)C#CC=1C=NC=CC1C1=C(C=2C(NCCC2N1)=O)NC1=C(C(=CC=C1)F)OC)C |o1:2|